O1C(=NC2=NC=CC=C21)C=2C=C(C=CC2)NC(CSC2=CC=CC=C2)=O N-(3-(oxazolo[4,5-b]pyridin-2-yl)phenyl)-2-(phenylthio)acetamide